2-[(2,6-dimethylpyridin-3-yl)methyl]-N-[(2R)-1,4-dioxan-2-ylmethyl]-8-methyl-4,5-dihydro-2H-furo[2,3-g]indazole-7-carboxamide CC1=NC(=CC=C1CN1N=C2C3=C(CCC2=C1)OC(=C3C)C(=O)NC[C@H]3OCCOC3)C